4-(4-(((1-(dimethylamino)cyclobutyl)methyl)amino)-8-fluoro-2-(((2R,7aS)-2-fluorotetrahydro-1H-pyrrolizin-7a(5H)-yl)methoxy)pyrido[4,3-d]pyrimidin-7-yl)naphthalen-2-ol bis-TFA salt OC(=O)C(F)(F)F.OC(=O)C(F)(F)F.CN(C1(CCC1)CNC=1C2=C(N=C(N1)OC[C@]13CCCN3C[C@@H](C1)F)C(=C(N=C2)C2=CC(=CC1=CC=CC=C21)O)F)C